C(C)C=1NC(C=CC1C(=O)OC)=O methyl 2-ethyl-6-oxo-1H-pyridine-3-carboxylate